N-[2-[[(2S)-2-amino-4-guanidino-butanoyl]amino]ethyl]-4-[[3-(2,3-difluoro-4-pyrimidin-2-yloxy-phenyl)imidazo[1,2-a]pyrazin-8-yl]amino]-2-ethyl-benzamide N[C@H](C(=O)NCCNC(C1=C(C=C(C=C1)NC=1C=2N(C=CN1)C(=CN2)C2=C(C(=C(C=C2)OC2=NC=CC=N2)F)F)CC)=O)CCNC(=N)N